(1r,4r)-4-((2-((2-Fluorobutyl)amino)-5-(pyridin-2-yl)pyrimidin-4-yl)amino)cyclohexan-1-ol dihydrochloride Cl.Cl.FC(CNC1=NC=C(C(=N1)NC1CCC(CC1)O)C1=NC=CC=C1)CC